5-chloro-1-(3-hydroxypropyl)quinoxaline-2,3(1H,4H)-dione ClC1=C2NC(C(N(C2=CC=C1)CCCO)=O)=O